(S)-1-(4-((1-(5-(3-chloro-5-fluorophenyl)-4,5-dihydro-1H-pyrazole-1-carbonyl)azetidin-3-yl)oxy)-5-fluoropyridin-2-yl)-3,5-dimethyl-1H-pyrazole-4-carboxylic acid ClC=1C=C(C=C(C1)F)[C@@H]1CC=NN1C(=O)N1CC(C1)OC1=CC(=NC=C1F)N1N=C(C(=C1C)C(=O)O)C